N2-isobutyryl-7-deaza-7-aminomethyl-2'-deoxyguanosine C(C(C)C)(=O)NC=1NC(C=2C(=CN([C@H]3C[C@H](O)[C@@H](CO)O3)C2N1)CN)=O